2-(2-chlorophenyl)-N-[4-(3,5-dicyanophenoxy)-3-sulfamoylphenyl]acetamide ClC1=C(C=CC=C1)CC(=O)NC1=CC(=C(C=C1)OC1=CC(=CC(=C1)C#N)C#N)S(N)(=O)=O